C1(=CC=CC=C1)S(=O)(=O)[Se]CCOC1=CC=C(C=C1)OC Se-(2-(4-methoxyphenoxy) ethyl) selenobenzenesulfonate